6-(3-(5-((R)-3-hydroxy-1-methyl-2-oxopyrrolidin-3-yl)isoxazol-3-yl)piperidin-1-yl)pyrido[3,2-d]pyrimidin O[C@@]1(C(N(CC1)C)=O)C1=CC(=NO1)C1CN(CCC1)C=1C=CC=2N=CN=CC2N1